2-(4-methoxy-3-tolyl)ethylamine COC1=C(C=C(C=C1)C)CCN